FC=1C=C(CN(C2=CC=C(C#N)C=C2)CCCC=O)C=CC1OC 4-((3-fluoro-4-methoxybenzyl)(4-oxobutyl)amino)benzonitrile